N-(2-(1H-indol-3-yl)ethyl)-5-(3-fluorophenyl)thiazolo[5,4-d]pyrimidin-7-amine N1C=C(C2=CC=CC=C12)CCNC=1C2=C(N=C(N1)C1=CC(=CC=C1)F)SC=N2